C(C1=CC=CC=C1)OC(N[C@H]1[C@@H]([C@H](NC2=CC=CN=C12)CC)C)=O |r| (±)-Benzyl((2RS,3RS,4SR)-2-ethyl-3-methyl-1,2,3,4-tetrahydro-1,5-naphthyridin-4-yl)carbamate